O1COC2=C1C=CC(=C2)C2(CCC(CC2)N2C[C@@H]([C@H](C2)OCC)NC(CNC(C2=CC(=CC=C2)C(F)(F)F)=O)=O)O N-[2-[[(3S,4S)-1-[4-(1,3-benzodioxol-5-yl)-4-hydroxycyclohexyl]-4-ethoxypyrrolidin-3-yl]amino]-2-oxoethyl]-3-(trifluoromethyl)benzamide